1-(2,4-difluoro-3-(3-(2-hydroxyethoxy)quinoxaline-6-carbonyl)phenyl)-3-(3-fluorophenyl)urea FC1=C(C=CC(=C1C(=O)C=1C=C2N=C(C=NC2=CC1)OCCO)F)NC(=O)NC1=CC(=CC=C1)F